3-[(1,3-dioxoisoindolin-2-yl)methyl]-4,4-difluoro-5-methyl-piperidine-1-carboxylic acid benzyl ester C(C1=CC=CC=C1)OC(=O)N1CC(C(C(C1)C)(F)F)CN1C(C2=CC=CC=C2C1=O)=O